(1S,4s)-4-(5-(((1S,2R,3S,4R)-3-((3-cyclobutyl-2-cyclopropylpropyl)carbamoyl)bicyclo[2.2.1]hept-2-yl)carbamoyl)-2-fluoro-4-methoxyphenoxy)-1-methylcyclohexane-1-carboxylic acid C1(CCC1)CC(CNC(=O)[C@@H]1[C@@H]([C@H]2CC[C@@H]1C2)NC(=O)C=2C(=CC(=C(OC1CCC(CC1)(C(=O)O)C)C2)F)OC)C2CC2